C(C)(C=C)(CCC=C(C)C)OC(C=CC1=CC=CC=C1)=O Linalylcinnamat